sec-butyllithium sulfate S(=O)(=O)(O)O.C(C)(CC)[Li]